(2-(4-methoxyphenylamino)-5-methylpyrimidin-4-ylamino)benzo[d]oxazol-2(3H)-one COC1=CC=C(C=C1)NC1=NC=C(C(=N1)NN1C(OC2=C1C=CC=C2)=O)C